ClC1=C(C=CC(=C1)F)/C(=C(/C=1C=C2C=NNC2=CC1)\C1=CC=C(C=C1)/C=C/C(=O)O)/C(F)F (E)-3-(4-((Z)-2-(2-chloro-4-fluorophenyl)-3,3-difluoro-1-(1H-indazol-5-yl)prop-1-en-1-yl)phenyl)acrylic acid